2-((6,7-dihydro-4H-pyrano[4,3-d]thiazol-2-yl)amino)-1-methyl-1H-benzo[d]imidazole-5-carboxylic acid N1=C(SC2=C1CCOC2)NC2=NC1=C(N2C)C=CC(=C1)C(=O)O